ClC1=CC=C(OC=2C=C(CN3CCN(CC3)C(=O)N3N=C(C(=C3)C(F)(F)F)C(=O)O)C=C(C2)F)C=C1 4-(3-(4-chlorophenoxy)-5-fluorobenzyl)piperazine-1-carbonyl-4-(trifluoromethyl)-1H-pyrazole-3-carboxylic acid